deuteropyrazole [2H]C1=NNC=C1